FC1(CCC(CC1)C1=NC=CC(=C1NC(CC1(CC1)CO)=O)C1=C(C=CC(=C1)F)F)F N-(2-(4,4-difluorocyclohexyl)-4-(2,5-difluorophenyl)pyridin-3-yl)-2-(1-(hydroxymethyl)cyclopropyl)acetamide